3,5-di-tert-butyl-4-hydroxyphenylacrylamide C(C)(C)(C)C=1C=C(C=C(C1O)C(C)(C)C)C(C(=O)N)=C